ClC=1C=C(SC1Cl)C(=O)NCC(=O)O N-[(4,5-dichloro-2-thienyl)carbonyl]glycine